Tert-Butyl N-[6-(4-Bromo-3-Methyl-Pyrazol-1-yl)-3-Pyridyl]Carbamate BrC=1C(=NN(C1)C1=CC=C(C=N1)NC(OC(C)(C)C)=O)C